CC1=NC2=CC=CC=C2C(=N1)NC1=CC(=CC=C1)[N+](=O)[O-] methyl-N-(3-nitrophenyl)quinazolin-4-amine